Benzyl (2,5-dimethoxyphenyl)diazoacetate COC1=C(C=C(C=C1)OC)C(C(=O)OCC1=CC=CC=C1)=[N+]=[N-]